N-(1-(4-(4-Chloro-3-(pyrrolidin-1-yl)benzyl)piperazine-1-carbonyl)-1H-pyrazol-3-yl)methanesulfonamide ClC1=C(C=C(CN2CCN(CC2)C(=O)N2N=C(C=C2)NS(=O)(=O)C)C=C1)N1CCCC1